NCC=1C=C2C=C(C=NC2=C(C1)N1C(N(C(C1)=O)C)=O)C1CC1 1-(6-(aminomethyl)-3-cyclopropylquinolin-8-yl)-3-methylimidazolidine-2,4-dione